FC1=C(C=CC=C1C)C(C)(C)NC(CC1N(CCC1)C)=O N-(2-(2-fluoro-3-methylphenyl)propan-2-yl)-2-(1-methylpyrrolidin-2-yl)acetamide